2-(thiazol-2-yl)-6-(trimethylstannyl)pyridin-4-amine S1C(=NC=C1)C1=NC(=CC(=C1)N)[Sn](C)(C)C